benzyl ((1r,3s)-3-((tert-butyldimethylsilyl)oxy)-3-ethylcyclobutyl)carbamate [Si](C)(C)(C(C)(C)C)OC1(CC(C1)NC(OCC1=CC=CC=C1)=O)CC